CC1(CC1)CC1=NOC(=C1)N 3-[(1-methylcyclopropyl)methyl]isoxazol-5-amine